1-((2-(trimethylsilyl)ethoxy)methyl)-1,4,5,6,7,8-hexahydro-4,7-epiminocyclohepta[c]pyrazole C[Si](CCOCN1N=CC2=C1CC1CCC2N1)(C)C